N[C@H]1CN(CC1)C1=CC(=CC(=N1)N1CC=2C(=NC=CC2C1=O)C1=C(C=CC=C1OC)F)C(C)C 2-(6-((R)-3-aminopyrrolidin-1-yl)-4-isopropylpyridin-2-yl)-4-(2-fluoro-6-methoxyphenyl)-2,3-dihydro-1H-pyrrolo[3,4-c]pyridin-1-one